(4-fluoronaphthalen-1-yl)boronic acid FC1=CC=C(C2=CC=CC=C12)B(O)O